2-chloro-N-[[6-[3-(5,5-dimethylpyrrolidin-3-yl)propylamino]-2-pyridyl]sulfonyl]-6-(3-hydroxypyrazol-1-yl)pyridine-3-carboxamide ClC1=NC(=CC=C1C(=O)NS(=O)(=O)C1=NC(=CC=C1)NCCCC1CNC(C1)(C)C)N1N=C(C=C1)O